3-(((2-Methyl-2H-tetrazol-5-yl)methyl)amino)-4-nitrobenzoic acid tert-butyl ester C(C)(C)(C)OC(C1=CC(=C(C=C1)[N+](=O)[O-])NCC=1N=NN(N1)C)=O